C=1N=CN2C1C1=CC=CC=C1C2C2C(C=1C=CN=CC1CC2)O 6-(5H-imidazo[4,3-a]isoindol-5-yl)-5,6,7,8-tetrahydroisoquinolin-5-ol